N1CC(CC=C1)=O 3-dihydropyridinone